FC=1C=C(C=CC1F)N1C=NC2=C1C(OC(C2)(C)C)=O 3-(3,4-difluorophenyl)-6,6-dimethyl-3H,4H,6H,7H-pyrano[3,4-d]imidazol-4-one